C1(C=CC(N1C1=CC=C(OC2=C(C=C(C(=C2)C(C)(C)C)OC2=CC=C(C=C2)N2C(C=CC2=O)=O)C(C)(C)C)C=C1)=O)=O 1,4-bis(4-maleimidophenoxy)-2,5-di-tert-butylbenzene